C(C1=CC=CC=C1)C1NCC2(C1CNC2)O benzyl-1,2,3,4,6,6a-hexahydropyrrolo[3,4-c]pyrrol-3a-ol